2-(dicyclohexylphosphino)-1,1'-biphenyl C1(CCCCC1)P(C1=C(C=CC=C1)C1=CC=CC=C1)C1CCCCC1